BrC=1C(=CC=C2C(=CNC12)S(=O)(=O)NC1=NC=C(C(=N1)OC)OCCF)Cl 7-bromo-6-chloro-N-[5-(2-fluoroethoxy)-4-methoxy-pyrimidin-2-yl]-1H-indole-3-sulfonic acid amide